2,5-dichloro-4-(3-(piperidin-1-yl)phenyl)pyrimidine ClC1=NC=C(C(=N1)C1=CC(=CC=C1)N1CCCCC1)Cl